CNOCCCNCCOCCOCCCNCC 3,10,13-trioxa-2,7,17-triazanonadecan